N1=CC=CC2=CC=C3N=CC=CC3=C12 [1,7]phenanthroline